(R)-2-((tert-butoxycarbonyl)amino)-5-(3-((4,6-dimethoxy-5-(5-((3,3,6-trimethyl-2,3-dihydro-1H-inden-5-yl)oxy)furan-2-carboxamido)pyrimidin-2-yl)thio)propanamido)pentanoic acid C(C)(C)(C)OC(=O)N[C@@H](C(=O)O)CCCNC(CCSC1=NC(=C(C(=N1)OC)NC(=O)C=1OC(=CC1)OC=1C=C2C(CCC2=CC1C)(C)C)OC)=O